COC1=CC=C(N=N1)[C@@H]1N[C@@H](COC1)C (3S,5R)-3-(6-methoxypyridazin-3-yl)-5-methylmorpholine